4-(2-((1-((2-methoxynaphthalen-1-yl)methyl)naphthalen-2-yl)oxy)ethyl)-4-methylmorpholin-4-ium formate C(=O)[O-].COC1=C(C2=CC=CC=C2C=C1)CC1=C(C=CC2=CC=CC=C12)OCC[N+]1(CCOCC1)C